(S)-1-(oxetan-2-ylmethyl)-2-((4-(6-(isoquinolin-6-ylmethoxy)pyridin-2-yl) Piperidin-1-yl)methyl)-1H-benzo[d]imidazole-6-carboxylate O1[C@@H](CC1)CN1C(=NC2=C1C=C(C=C2)C(=O)[O-])CN2CCC(CC2)C2=NC(=CC=C2)OCC=2C=C1C=CN=CC1=CC2